4-(2-methoxyprop-2-yl)benzenesulfonamide COC(C)(C)C1=CC=C(C=C1)S(=O)(=O)N